C(CCCCCCC\C=C/CCCCCC)(=O)OCCCCCCCCCCCCCCCCCCCCCCCCCCCCCCCCCC(=O)O 34-palmitoleoyloxy-tetratriacontanoic acid